[Na+].[Na+].C(C(C)C)C1C(C(CCC1)C(=O)[O-])C(=O)[O-] 3-isobutylcyclohexane-1,2-dicarboxylic acid disodium salt